5-bromo-2-chloro-N-cyclopropyl-N-((tetrahydrofuran-2-yl)methyl)nicotinamide BrC=1C=NC(=C(C(=O)N(CC2OCCC2)C2CC2)C1)Cl